C1=C(C2(C=C3C4=CC=CC=C4C=C13)C1=CC=CC=C1C=1C=CC=CC12)C1=CC(=CC=2C3=CC=CC=C3C3(C12)C1=CC=CC=C1C=1C=CC=CC13)C1=CC3=CC2=CC=CC=C2C3=CC13C1=CC=CC=C1C=1C=CC=CC13 1,3-bis(3,9'-spirobifluorene-2-yl)-9,9'-spirobifluorene